BrC=1C=C2C(N(C(=NC2=CC1)[C@@H](CCC)N1CCNC[C@@H](C1)C)CCC)=O 6-bromo-2-((R)-1-((S)-6-methyl-1,4-diazepan-1-yl)butyl)-3-propylquinazolin-4(3H)-one